Ethyl [6-(1,4-dioxaspiro[4.5]dec-8-yloxy)-2-(trifluoromethyl)pyrimidin-4-yl]acetate O1CCOC12CCC(CC2)OC2=CC(=NC(=N2)C(F)(F)F)CC(=O)OCC